C(C=C)(=O)N[C@H]1CN(CC[C@H]1F)C1=C2C(=C(NC2=C(C=C1F)C(=O)N)C)C 4-((3S,4R)-3-acrylamido-4-fluoropiperidin-1-yl)-5-fluoro-2,3-dimethyl-1H-indole-7-carboxamide